8-isopropyl-N-((8endo)-3-(6-methylpyrimidin-4-yl)-3-azabicyclo[3.2.1]octan-8-yl)-5-(2,2,2-trifluoroethoxy)-[1,2,4]triazolo[1,5-a]pyridin-2-amine C(C)(C)C=1C=2N(C(=CC1)OCC(F)(F)F)N=C(N2)NC2C1CN(CC2CC1)C1=NC=NC(=C1)C